C(C)C1=C(C=C(C=C1)NC(=O)C1CCC(CC1)N1C(C2=CC=CC(=C2C1)C)=O)OC (1s,4s)-N-(4-ethyl-3-methoxyphenyl)-4-(4-methyl-1-oxoisoindolin-2-yl)cyclohexane-1-carboxamide